[O-]C(=O)C(F)(F)F.C12CCC(CC1)[N+]2=C2C=CC=1C(=C2)[Si]2(CCCCC2)C2=C(C1C1=C(C(=O)O)C=CC(=C1)C(=O)O)C=CC(=C2)N2C1CCC2CC1 2-(3-(7-azabicyclo[2.2.1]heptan-7-ium-7-ylidene)-7-(7-azabicyclo[2.2.1]heptan-7-yl)-3H-spiro[dibenzo[b,e]siline-5,1'-silinan]-10-yl)-4-carboxybenzoate TFA salt